N-(2-[1-(7-methoxy-6-methylquinazolin-4-yl)azetidin-3-yl]ethyl)sulfuric diamide COC1=C(C=C2C(=NC=NC2=C1)N1CC(C1)CCNS(N)(=O)=O)C